1-((2-(2-(2,6-dioxopiperidin-3-yl)-1-oxoisoindolin-5-yl)pyridin-4-yl)methyl)-N,N-dimethylazetidine-3-carboxamide O=C1NC(CCC1N1C(C2=CC=C(C=C2C1)C1=NC=CC(=C1)CN1CC(C1)C(=O)N(C)C)=O)=O